C(C)(=O)OC1=CC=C(CC2=CC(=C(C(=C2)F)[C@@H]2O[C@@H]([C@H]([C@@H]([C@H]2O)O)O)CO)F)C=C1 (2S,3R,4R,5S,6R)-2-(4-(4-acetoxybenzyl)-2,6-difluorophenyl)-6-(hydroxymethyl)tetrahydro-2H-pyran-3,4,5-triol